ClC1=C(N=C(NC1=O)C1=CC(=NC=C1)F)N1CC2(CC1)CNCC2 5-chloro-4-(2,7-diazaspiro[4.4]nonan-2-yl)-2-(2-fluoro-4-pyridinyl)-1H-pyrimidin-6-one